Cl.C(C)(C)(C)OC(CN)=O Glycine t-butyl ester-HCl